CC[C@H]([C@@H](CCC)O)O (3R,4R)-heptane-3,4-diol